The molecule is a (7Z,10Z,12E,16Z,19Z)-14-hydroperoxydocosapentaenoate in which the chiral centre at position 14 has S-configuration. It is a conjugate base of a (7Z,10Z,12E,14S,16Z,19Z)-14-hydroperoxydocosapentaenoic acid. CC/C=C\\C/C=C\\C[C@@H](/C=C/C=C\\C/C=C\\CCCCCC(=O)[O-])OO